2-chloro-9-phenylphenanthro[3,2-d]oxazole ClC=1C=C2C3=CC=4N=C(OC4C=C3C=CC2=CC1)C1=CC=CC=C1